3-(methoxycarbonylamino)-4,4,4-trifluoro-2,2-dimethyl-butanoic acid COC(=O)NC(C(C(=O)O)(C)C)C(F)(F)F